BrC=1C=2OCC(N3C=C(C(C(=CC1F)C32)=O)C(=O)O)C 6-bromo-7-fluoro-2-methyl-10-oxo-4-oxa-1-azatricyclo[7.3.1.05,13]tridecane-5(13),6,8,11-tetraene-11-carboxylic acid